CN(/C=C(/C(=O)OC)\C1=CN(C(C=C1)=O)C)C methyl (E)-3-(dimethylamino)-2-(1-methyl-6-oxo-1,6-dihydropyridin-3-yl)acrylate